1,3-THIAZOLE-4-CARBOXYLIC ACID ETHYLESTER C(C)OC(=O)C=1N=CSC1